OC1CCC2(CN(C2)C2=NOC(=C2)C(C(=O)OCC)C(C)C)CC1 2-Ethyl 2-(3-(7-hydroxy-2-azaspiro[3.5]nonan-2-yl)isoxazol-5-yl)-3-methylbutanoate